FC(C=1C(=NC=C(C1)C(F)(F)F)CC(=O)N1[C@@H]([C@@H](CC1)C1=CC=NC=C1)C1=C(C(=CC=C1)OC([2H])([2H])[2H])C)(F)F 2-[3,5-Bis(trifluoromethyl)-2-pyridyl]-1-[(2S,3S)-2-[2-methyl-3-(trideuteriomethoxy)phenyl]-3-(4-pyridyl)pyrrolidin-1-yl]ethanone